2-{3-[6-(diethylamino)-3-azabicyclo[3.1.0]hex-3-yl]-1,2,4-triazin-6-yl}-5-(1H-pyrazol-4-yl)phenol hydrochloride Cl.C(C)N(C1C2CN(CC12)C=1N=NC(=CN1)C1=C(C=C(C=C1)C=1C=NNC1)O)CC